(2S,11aR)-6-isopropoxy-2-((2-oxo-1,2,3,4-tetrahydro-1,6-naphthyridin-7-yl)oxy)-8-(trifluoromethyl)-2,3,11,11a-tetrahydro-1H,5H-benzo[f]pyrrolo[2,1-c][1,4]oxazepin-5-one C(C)(C)OC1=CC(=CC2=C1C(N1[C@@H](CO2)C[C@@H](C1)OC1=NC=C2CCC(NC2=C1)=O)=O)C(F)(F)F